6-{[1-(S-benzyl-D-cysteinyl)azetidin-3-yl]oxy}-3-(2-boronoethyl)-2-hydroxybenzoic acid C(C1=CC=CC=C1)SC[C@@H](N)C(=O)N1CC(C1)OC1=CC=C(C(=C1C(=O)O)O)CCB(O)O